2-(4-((S)-2-(5-chloropyridin-2-yl)-2-methylbenzo[d][1,3]dioxol-4-yl)benzyl)-1-(((S)-oxetan-2-yl)methyl)-1H-benzo[d]imidazole-6-carboxylic acid ClC=1C=CC(=NC1)[C@@]1(OC2=C(O1)C=CC=C2C2=CC=C(CC1=NC3=C(N1C[C@H]1OCC1)C=C(C=C3)C(=O)O)C=C2)C